FC=1C=C(C=C(C1)F)[C@@H]1CC[C@H]2OC3(C(N21)=O)CCN(CC3)C(=O)C3=C(C=CC(=C3)OC)F (5'S,7a'R)-5'-(3,5-difluorophenyl)-1-(2-fluoro-5-methoxy-benzene-1-carbonyl)tetrahydro-3'H-spiro[piperidine-4,2'-pyrrolo[2,1-b][1,3]oxazol]-3'-one